N-[(5-amino-1,3,4-oxadiazol-2-yl)methyl]-2,2-dideuterio-2-[3,5-difluoro-2-(1,1,2,2,2-pentadeuterioethyl)phenoxy]-N-[(2-fluoro-4-sulfamoyl-phenyl)methyl]acetamide NC1=NN=C(O1)CN(C(C(OC1=C(C(=CC(=C1)F)F)C(C([2H])([2H])[2H])([2H])[2H])([2H])[2H])=O)CC1=C(C=C(C=C1)S(N)(=O)=O)F